(S)-3-(1H-indol-3-yl)-2-(3-methylphenyl-sulphonyl)-N-(4-morpholinophenyl)propanamide 2-cyanoethyl-N,N-diisopropyl-chlorophosphoramidite C(#N)CCOP(N(C(C)C)C(C)C)Cl.N1C=C(C2=CC=CC=C12)C[C@@H](C(=O)NC1=CC=C(C=C1)N1CCOCC1)S(=O)(=O)C1=CC(=CC=C1)C